O[C@@]1([C@@H](CC[C@H](C1)C)C(C)C)C(=O)NCC(CC(=O)OC)C1=CC=CC=C1 methyl 4-((1s,2s,5r)-1-hydroxy-2-isopropyl-5-methylcyclohexane-1-carboxamido)-3-phenylbutyrate